C(C)(=O)N1CC2=NC(=CC=C2C1)N(C(C#CC)=O)C1=C(C=C(C(=C1)C)I)C1CC1 N-{6-acetyl-5H,7H-pyrrolo[3,4-b]pyridin-2-yl}-N-(2-cyclopropyl-4-iodo-5-methylphenyl)but-2-ynamide